5-[(3S)-5-fluoro-7-hydroxy-3-{[2-(oxolan-3-yl)ethyl]amino}-3,4-dihydro-2H-1-benzopyran-6-yl]-1λ6,2,5-thiadiazolidine-1,1,3-trione FC1=C(C(=CC2=C1C[C@@H](CO2)NCCC2COCC2)O)N2CC(NS2(=O)=O)=O